2-(6-chloro-4-methoxypyridazin-3-yl)isothiazolidine 1,1-dioxide ClC1=CC(=C(N=N1)N1S(CCC1)(=O)=O)OC